(S)-2-((R)-5-fluoro-1,3-dihydroisobenzofuran-1-yl)pyrrolidine FC=1C=C2CO[C@H](C2=CC1)[C@H]1NCCC1